FC1=C(OC=2C=CC(=NC2)NC([C@H](C)N2C[C@@H](C(CC2)(F)F)C2=CC=[N+](C=C2)[O-])=O)C(=CC(=C1)F)CO 4-((S)-1-((S)-1-((5-(2,4-difluoro-6-(hydroxymethyl)phenoxy)pyridin-2-yl)amino)-1-oxopropan-2-yl)-4,4-difluoropiperidin-3-yl)pyridine 1-oxide